C1(CC1)C1=NSC(=C1)C=1C=C(C=CC1)N(C(=O)[C@@H]1CC[C@H](CC1)O)C[C@@H]1CC[C@H](CC1)C1=CC(=C(C=C1)OC)C trans-N-(3-(3-cyclopropylisothiazol-5-yl)phenyl)-4-hydroxy-N-((trans-4-(4-methoxy-3-methylphenyl)cyclohexyl)methyl)cyclohexanecarboxamide